{5-[5-({[(7-cyclopentylpyrazolo[1,5-a]pyrimidin-6-yl)amino]carbonyl}amino)-3-methylpyridin-2-yl]-1,3,4-oxadiazol-2-yl}hexanoic acid C1(CCCC1)C1=C(C=NC=2N1N=CC2)NC(=O)NC=2C=C(C(=NC2)C2=NN=C(O2)C(C(=O)O)CCCC)C